C(C)OC([C@@H](NC(C1=CC=CC=C1)=O)CCCNC(N)=N)=O Nα-Benzoyl-L-Arginine Ethyl Ester